N-sulfopropyl-methylbenzimidazole triflate salt OS(=O)(=O)C(F)(F)F.S(=O)(=O)(O)CCCN1C(=NC2=C1C=CC=C2)C